FC=1C=C(C=C2CC(CC12)C=O)C(C(=O)N)(C)C (7-fluoro-2-formyl-indan-5-yl)-2-methyl-propanamide